2-[4-(α-D-mannopyranosyloxy)-5-methyl-2-nitrophenoxy]nitrobenzene [C@H]1([C@@H](O)[C@@H](O)[C@H](O)[C@H](O1)CO)OC1=CC(=C(OC2=C(C=CC=C2)[N+](=O)[O-])C=C1C)[N+](=O)[O-]